BrC1=NC=NC(=C1)C1(COCC1)OC 4-Bromo-6-(3-methoxytetrahydrofuran-3-yl)pyrimidine